(S)-2-(3-((6-((1-(3-(tert-butyl)phenyl)ethyl)carbamoyl)-1-ethyl-2-methyl-1H-indol-3-yl)methyl)phenoxy)-2-methylpropanoic acid C(C)(C)(C)C=1C=C(C=CC1)[C@H](C)NC(=O)C1=CC=C2C(=C(N(C2=C1)CC)C)CC=1C=C(OC(C(=O)O)(C)C)C=CC1